1-(4-(4-chlorobenzyl)-3,4-dihydroquinoxaline-1(2H)-yl)-2-(pyrrolidin-1-yl)propan-1-one ClC1=CC=C(CN2CCN(C3=CC=CC=C23)C(C(C)N2CCCC2)=O)C=C1